5-Chloro-2-(4-chlorothiazol-5-yl)-4-methoxybenzaldehyde ClC=1C(=CC(=C(C=O)C1)C1=C(N=CS1)Cl)OC